OC=1C=CC(=NC1)N1CCN(CC1)C(C)=O 4-(5-hydroxypyridin-2-yl)-piperazin-1-yl-ethanone